7-chloro-3-fluoro-2,8,9-trimethyl-pyrimido[1,2-b]Pyridazin-4-one ClC=1C(=C(C=2N(N1)C(C(=C(N2)C)F)=O)C)C